C[C@@H](C(=O)[O-])NC(=O)[C@@H](C)O[C@@H]1[C@H]([C@H](O[C@@H]([C@H]1O)CO)O)NC(=O)C The molecule is the carbohydrate acid derivative anion formed by loss of a proton from the carboxy group of N-acetyl-alpha-D-muramoyl-L-alanine; principal microspecies at pH 7.3. It is a conjugate base of a N-acetyl-alpha-D-muramoyl-L-alanine.